Tert-butyl 2-(((3Z,6Z,9Z,12Z)-pentadeca-3,6,9,12-tetraen-1-yl)oxy)butanoate C(C\C=C/C\C=C/C\C=C/C\C=C/CC)OC(C(=O)OC(C)(C)C)CC